(5-(2-fluoro-6-methoxyphenyl)-1H-pyrazolo[3,4-c]pyridin-3-yl)-3-(piperazin-1-yl)benzamide FC1=C(C(=CC=C1)OC)C=1C=C2C(=CN1)NN=C2C2=C(C(=O)N)C=CC=C2N2CCNCC2